C[C@H]1N(CCOC1)C1=NC2=C(N=CC=C2C(=C1)N=S1(CCOCC1)=O)C1=CC=NN1[C@@H]1OCCCC1 N-(2-[(3R)-3-methylmorpholin-4-yl]-8-{1-[(2R)-tetrahydro-2H-pyran-2-yl]-1H-pyrazol-5-yl}-1,7-naphthyridin-4-yl)-1,4λ4-oxathian-4-imine 4-oxide